(2R)-2-((tert-Butyldimethylsilyl)oxy)-3-(4-(1,2-diazidoethyl)phenoxy)-propanoic acid tert-butyl ester C(C)(C)(C)OC([C@@H](COC1=CC=C(C=C1)C(CN=[N+]=[N-])N=[N+]=[N-])O[Si](C)(C)C(C)(C)C)=O